N-ethyl-2-methoxy-4-morpholino-N-((5-(thiophen-2-yl)-1,3,4-oxadiazol-2-yl)methyl)benzamide C(C)N(C(C1=C(C=C(C=C1)N1CCOCC1)OC)=O)CC=1OC(=NN1)C=1SC=CC1